COC1=CC=C(COC=2C=C(C#N)C=CC2[C@@H](C2=CC=NC=C2)OC2=CC=C3C(CCOC3=C2C)=O)C=C1 (R,S)-3-((4-Methoxybenzyl)oxy)-4-(((8-methyl-4-oxochroman-7-yl)oxy)(pyridin-4-yl)methyl)benzonitrile